FC1(CC(CCC1)N(C(CC1(CCN(CC1)C1=NC=CC=C1)C(=O)O)=O)C1=C(C=CC=C1)F)F 4-(2-((3,3-difluorocyclohexyl)(2-fluorophenyl)amino)-2-oxoethyl)-1-(pyridin-2-yl)piperidine-4-carboxylic acid